(R)-N-(5-(4-(5-chloro-4-fluoro-2-(2-hydroxypropan-2-yl)phenylamino)-1,3,5-triazin-2-ylamino)-2-(2-((dimethylamino)methyl)pyrrolidin-1-yl)-4-methoxyphenyl)acrylamide ClC=1C(=CC(=C(C1)NC1=NC(=NC=N1)NC=1C(=CC(=C(C1)NC(C=C)=O)N1[C@H](CCC1)CN(C)C)OC)C(C)(C)O)F